Ethyl (S)-3-(3-(4-Hydroxy-1-methyl-2-oxo-1,2-dihydropyridin-3-yl)ureido)-3-(3-(thiazol-2-yl)phenyl)propanoat OC1=C(C(N(C=C1)C)=O)NC(N[C@@H](CC(=O)OCC)C1=CC(=CC=C1)C=1SC=CN1)=O